(S)-N-(5-chloro-6-(2H-1,2,3-triazol-2-yl)pyridin-3-yl)-2-(difluoromethyl)-8,8-dimethyl-7,8-dihydro-6H-cyclopenta[e]pyrazolo[1,5-a]pyrimidine-6-carboxamide ClC=1C=C(C=NC1N1N=CC=N1)NC(=O)[C@H]1CC(C2=C1C=NC=1N2N=C(C1)C(F)F)(C)C